C(C)(C)(C)NC[C@@H](COC1=NSN=C1N1CCOCC1)OC(CCC(=O)O)=O Succinic acid mono-[(S)-1-(tert-butylamino-methyl)-2-(4-morpholin-4-yl-[1,2,5]thiadiazol-3-yloxy)-ethyl]ester